2-(4-chloro-3-fluorophenoxy)-N-(3-{2-[(6-methylpyridin-2-yl)methoxy]acetylamino}bicyclo[1.1.1]pentan-1-yl)acetamide ClC1=C(C=C(OCC(=O)NC23CC(C2)(C3)NC(COCC3=NC(=CC=C3)C)=O)C=C1)F